5-(2-Isopropyl-4,5-dimethoxy-benzyl)-N*4*-[2-(3-methoxy-phenyl)-ethyl]-pyrimidine-2,4-diamine C(C)(C)C1=C(CC=2C(=NC(=NC2)N)NCCC2=CC(=CC=C2)OC)C=C(C(=C1)OC)OC